FCC=1C(NC(NN1)=O)=O 6-(fluoromethyl)-1,2,4-triazine-3,5(2H,4H)-dione